C(C)(C)OC(=O)C1OCC(C1)NC(=O)[C@]1(CC(=NO1)C1=CC(=CC=C1)F)C |r| 4-[[(5RS)-3-(3-fluorophenyl)-5-methyl-4H-isoxazole-5-carbonyl]amino]tetrahydrofuran-2-carboxylic acid isopropyl ester